C(C)(C)(C)OC(=O)N1C2C(NCC1CC2)CO[Si](C)(C)C(C)(C)C 2-(((tert-butyldimethylsilyl)oxy)methyl)-3,8-diazabicyclo[3.2.1]octane-8-carboxylic acid tert-butyl ester